methyl (S,E)-5'-(3-(2-((tert-butoxycarbonyl)(methyl)amino)ethoxy)prop-1-en-1-yl)-2'-oxo-1,1',2',3-tetrahydrospiro[indene-2,3'-pyrrolo[2,3-b]pyridine]-5-carboxylate C(C)(C)(C)OC(=O)N(CCOC/C=C/C=1C=C2C(=NC1)NC([C@]21CC2=CC=C(C=C2C1)C(=O)OC)=O)C